ClC=1C=CC=C2C=C(C(=CC12)OB(O)O)SC (8-chloro-3-(methylthio)naphthalen-2-yl)boric acid